2-[(2,4-dichlorophenyl)amino]-N-[(tetrahydro-2H-pyran-4-yl)methyl]-4-(trifluoromethyl)-5-pyrimidinecarboxamide ClC1=C(C=CC(=C1)Cl)NC1=NC=C(C(=N1)C(F)(F)F)C(=O)NCC1CCOCC1